OC=1C(=CC2=C(C3(C(C(C12)=O)C)CC3)C)C hydroxy-2',4',6'-trimethylspiro[cyclopropane-1,5'-inden]-7'(6'H)-one